CC(C(C)O)C 3-Methylbutan-2-ol